C1(CC1)CN(C(=O)OCC1=C(C=NN1C)C1=CC=C(OC2CCCCC2)C=C1)C (1S,3S)-3-(4-(5-((((Cyclopropylmethyl)(methyl)carbamoyl)oxy)methyl)-1-methyl-1H-pyrazol-4-yl)phenoxy)cyclohexan